ClC1=C2C(=C(N=C1)Cl)N(C(=C2)C(C)NC2(CCC2)C)COCC[Si](C)(C)C N-(1-(4,7-dichloro-1-((2-(trimethylsilyl)ethoxy)methyl)-1H-pyrrolo[2,3-c]pyridin-2-yl)ethyl)-1-methylcyclobutane-1-amine